FC=1C(=NC(=NC1)NC=1C(=NN(C1)C(C#N)(C)C)C)OCC1CCC(CC1)O 2-(4-((5-fluoro-4-(((1S,4S)-4-hydroxycyclohexyl)methoxy)pyrimidin-2-yl)amino)-3-methyl-1H-pyrazol-1-yl)-2-methylpropanenitrile